(2-(Benzylthio)-5-methylphenyl)methanol C(C1=CC=CC=C1)SC1=C(C=C(C=C1)C)CO